(3-methoxyphenyl)-D-alaninamide hydrochloride Cl.COC=1C=C(C=CC1)N[C@H](C)C(=O)N